Methyl 3-(N-(methylsulfonyl)methylsulfonamido)picolinate CS(=O)(=O)N(S(=O)(=O)C)C=1C(=NC=CC1)C(=O)OC